N=1C=NN2C1C=CC(=C2)C=2C=CN1N=C(N=C(C12)OC)NC1CCC(CC1)(O)CC (1r,4r)-4-((5-([1,2,4]triazolo[1,5-a]pyridin-6-yl)-4-methoxypyrrolo[2,1-f][1,2,4]triazin-2-yl)amino)-1-ethylcyclohexan-1-ol